dimethyl-4-(benzoyloxy)phenylsulfonium hexafluoroantimonate F[Sb-](F)(F)(F)(F)F.C[S+](C1=CC=C(C=C1)OC(C1=CC=CC=C1)=O)C